2-(1H-Imidazol-1-yl)-5-methyl-8-((6-(2-(pyrrolidin-1-yl)ethoxy)pyridin-3-yl)amino)pyrido[3,2-d]pyrimidin-6(5H)-on N1(C=NC=C1)C=1N=CC2=C(N1)C(=CC(N2C)=O)NC=2C=NC(=CC2)OCCN2CCCC2